FC=1C(=CC=C2N=C(C(NC12)=O)C)CN1CCC(=CC1)C=1C=NC2=C(N=CC=C2C1)NC 8-fluoro-3-methyl-7-((4-(8-(methylamino)-1,7-naphthyridin-3-yl)-3,6-dihydropyridin-1(2H)-yl)methyl)quinoxalin-2(1H)-one